4-[[2-(2-chlorophenyl)acetyl]amino]-N-(1-cyano-1-methyl-ethyl)pyridine-2-carboxamide ClC1=C(C=CC=C1)CC(=O)NC1=CC(=NC=C1)C(=O)NC(C)(C)C#N